ClC1=NC(=CC=C1)COC1=CC=C(C=C1)C=1NC(=C(N1)C)C1=CC=C(C=C1)Cl 2-chloro-6-((4-(5-(4-chlorophenyl)-4-methyl-1H-imidazol-2-yl)phenoxy)methyl)pyridine